tert-butyl N-[2-(4,4-difluoro-1-piperidyl)ethyl]carbamate FC1(CCN(CC1)CCNC(OC(C)(C)C)=O)F